3-bromo-5-((2,3-dichloro-phenylimino)meth-yl)phenyl 4-methylbenzoate CC1=CC=C(C(=O)OC2=CC(=CC(=C2)C=NC2=C(C(=CC=C2)Cl)Cl)Br)C=C1